(cis)-6-benzyloxy-1-[4-(3-bromopropoxy)phenyl]-2-phenyl-tetralin C(C1=CC=CC=C1)OC=1C=C2CC[C@@H]([C@@H](C2=CC1)C1=CC=C(C=C1)OCCCBr)C1=CC=CC=C1